FC(C)(F)C1=NC=C(C(=N1)C)S(=O)(=O)C1NCC12CN(C2)CC2COCC2 ((2-(1,1-difluoroethyl)-4-methylpyrimidin-5-yl)sulfonyl)-6-((tetrahydrofuran-3-yl)methyl)-2,6-diazaspiro[3.3]heptane